ClC1=C(C(=O)O)C=CC(=C1)NC(=O)C=1C=CC2=C(N(CCCC2)S(=O)(=O)C2=C(C=CC(=C2)Cl)OC)C1 2-Chloro-4-{[1-(5-chloro-2-methoxy-benzenesulfonyl)-2,3,4,5-tetrahydro-1H-benzo[b]azepine-8-carbonyl]-amino}-benzoic acid